FC1=C(C=CC=C1)C1=NOC(=C1)C1=CC=C(C=C1)NC(C)=O N-{4-[3-(2-Fluorophenyl)-isoxazol-5-yl]phenyl}acetamide